1-[4-(cyanomethyl)-1-[[3-(difluoromethoxy)phenyl]methyl]-4-piperidyl]-3-(cyclopropanecarbonylamino)pyrazole-4-carboxamide C(#N)CC1(CCN(CC1)CC1=CC(=CC=C1)OC(F)F)N1N=C(C(=C1)C(=O)N)NC(=O)C1CC1